7-[2-(4-methylpiperazin-1-yl)ethoxy]-5-(oxolan-4-yloxy)quinazolin-4-amine CN1CCN(CC1)CCOC1=CC(=C2C(=NC=NC2=C1)N)OC1CCOC1